(S)-4-((6-(2-hydroxy-6-methyl-4-(trifluorometh-yl)phenyl)-2H-pyrazolo[3,4-b]pyridin-2-yl)meth-yl)pyrrolidin-2-one OC1=C(C(=CC(=C1)C(F)(F)F)C)C=1C=CC=2C(N1)=NN(C2)C[C@H]2CC(NC2)=O